C(CC)O PROPAN-1-OL